C(#N)C1=C(OC2=CC=C3N=CC(=NC3=C2)C2CCC3(C2)CCN(CC3)C(=O)OC(C)(C)C)C(=CC=C1F)F tert-butyl 3-[7-(2-cyano-3,6-difluoro-phenoxy)quinoxalin-2-yl]-8-azaspiro[4.5]decane-8-carboxylate